ClC=1C=C(C(=CC1)C1=CC=CC=C1)NCCCl 4-chloro-N-(2-chloroethyl)-[1,1'-biphenyl]-2-amine